ClC1=C(C=C2C(=C(N(C2=C1F)C)C1=NC(=NN1)N1CCOCC1)C=1C=NNC1)OC 4-(5-(6-chloro-7-fluoro-5-methoxy-1-methyl-3-(1H-pyrazol-4-yl)-1H-indol-2-yl)-1H-1,2,4-triazol-3-yl)morpholine